NC1=NN(C2=CC(=CC(=C12)F)N1CCN(CC1)C(=O)OC(C)(C)C)C(=O)OC(C)(C)C tert-butyl 3-amino-6-[4-(tert-butoxycarbonyl)piperazin-1-yl]-4-fluoroindazole-1-carboxylate